(2S)-2-{[(4-iodophenyl)carbamoyl]amino}-3-phenylpropanoic acid IC1=CC=C(C=C1)NC(=O)N[C@H](C(=O)O)CC1=CC=CC=C1